CC(CC)=NCCC[Si](OCC)(OCC)OCC N-(1-methylpropylidene)-3-(triethoxysilyl)-1-propanamine